5-(8-(4-Chlorophenyl)-2-imino-3-methyl-2,3-dihydro-1H-imidazo[4,5-c]quinolin-1-yl)-2-(piperazin-1-yl)nicotinonitrile ClC1=CC=C(C=C1)C1=CC=2C3=C(C=NC2C=C1)N(C(N3C=3C=NC(=C(C#N)C3)N3CCNCC3)=N)C